tert-Butyl (2S,4R)-2-((1H-1,2,3-triazol-1-yl)methyl)-4-(5-(3-(trifluoromethyl)phenyl)oxazole-2-carboxamido)pyrrolidine-1-carboxylate N1(N=NC=C1)C[C@H]1N(C[C@@H](C1)NC(=O)C=1OC(=CN1)C1=CC(=CC=C1)C(F)(F)F)C(=O)OC(C)(C)C